FC(N1CNN=C1C)F 4-(difluoromethyl)-2,4-dihydro-5-methyl-3H-1,2,4-triazole